oxiranyl alcohol O1C(C1)O